C(CCCCCCCCCCCCC)(=O)[O-].[Ca+2].C(CCCCCCCCCCCCC)(=O)[O-] Calcium myristat